4-cyclobutyl-N-((4,4-difluorocyclohexyl)(4-fluoro-5-((2-oxo-4-(trifluoromethyl)imidazolidin-1-yl)methyl)benzo[d]oxazol-2-yl)methyl)-isoxazole-3-carboxamide C1(CCC1)C=1C(=NOC1)C(=O)NC(C=1OC2=C(N1)C(=C(C=C2)CN2C(NC(C2)C(F)(F)F)=O)F)C2CCC(CC2)(F)F